C(#N)C(CN(C(OC(C)(C)C)=O)C1=C(C=CC2=CC=C(C=C12)B1OC(C(O1)(C)C)(C)C)OC)=C tert-butyl N-(2-cyano-2-methylideneethyl)-N-[2-methoxy-7-(4,4,5,5-tetramethyl-1,3,2-dioxaborolan-2-yl)naphthalen-1-yl]carbamate